FC(C(C(C(C(C(C(F)(F)F)(F)F)(F)F)(F)F)=O)(C(F)(F)F)F)(F)F 1,1,1,2,4,4,5,5,6,6,7,7,7-tridecafluoro-2-trifluoromethyl-3-heptanone